oleyl lactate (oleyl lactate) C(CCCCCCC\C=C/CCCCCCCC)C(C(=O)O)(O)C.C(C(O)C)(=O)OCCCCCCCC\C=C/CCCCCCCC